FC(C=1C=CC(=NC1)N1CCCCC1)(F)F (S)-1-(5-(trifluoromethyl)pyridin-2-yl)piperidin